5-chloro-3-methyl-4-nitro-1-tetrahydropyran-2-yl-pyrazole ClC1=C(C(=NN1C1OCCCC1)C)[N+](=O)[O-]